6-({3-[(dimethylamino)methyl]azetidin-1-yl}carbonyl)-2,3-difluoro-N-(2-fluoro-4-iodophenyl)aniline CN(C)CC1CN(C1)C(=O)C1=CC=C(C(=C1NC1=C(C=C(C=C1)I)F)F)F